4,5,6,7-tetrahydro-2H-pyrazolo[3,4-c]pyridin-3-ol N=1NC(=C2C1CNCC2)O